C1CC(CC12CCNCC2)C2=NC1=CC(=CC=C1N=C2)OC2=C(C(=CC=C2F)NS(N(C)CC)(=O)=O)C#N 2-(8-azaspiro[4.5]decan-3-yl)-7-[2-cyano-3-[[ethyl(methyl)sulfamoyl]amino]-6-fluoro-phenoxy]quinoxaline